N1(CCCC2=CC=CC=C12)S(=O)(=O)C1=CC=C(C(=O)NC2=CC3=C(N=C(S3)C)C=C2)C=C1 4-((3,4-dihydroquinolin-1(2H)-yl)sulfonyl)-N-(2-methylbenzo[d]thiazol-6-yl)benzamide